6-(2-Chloro-3-(3-chloro-2-(3-fluoro-4-formyl-5-methoxyphenyl)pyridin-4-yl)phenyl)-2-methoxynicotinaldehyde ClC1=C(C=CC=C1C1=C(C(=NC=C1)C1=CC(=C(C(=C1)OC)C=O)F)Cl)C1=NC(=C(C=O)C=C1)OC